bis-(N-methylacetamido)methylethoxysilane CN(C(C)=O)C(N(C(C)=O)C)[SiH2]OCC